NC1=NC=2C=CC(=CC2C2=C1[C@H](OC2)C)C(=O)N(CC2=NC=C(C=C2)C(F)(F)F)CC (3R)-4-amino-N-ethyl-3-methyl-N-((5-(trifluoromethyl)-2-pyridinyl)methyl)-1,3-dihydrofuro[3,4-c]quinoline-8-carboxamide